NC(CP(O)(=O)CC)=NO (2-amino-2-(hydroxyimino)ethyl)(ethyl)phosphinic acid